1-propyl-3-methylimidazole difluorophosphate P(=O)(O)(F)F.C(CC)N1CN(C=C1)C